2-fluoro-1-(3-(3-(5-methyl-6-(trifluoromethyl)pyridin-3-yl)-1H-pyrazolo[3,4-b]pyridin-1-yl)-azetidin-1-yl)prop-2-en-1-one FC(C(=O)N1CC(C1)N1N=C(C=2C1=NC=CC2)C=2C=NC(=C(C2)C)C(F)(F)F)=C